N-(3-fluoro-4-(1-methyl-6-(1H-pyrazol-4-yl)-1H-indazol-5-yloxy)phenyl)-1-(4-fluorophenyl)-6-amino-2-oxo-1,2-dihydropyridine-3-carboxamide FC=1C=C(C=CC1OC=1C=C2C=NN(C2=CC1C=1C=NNC1)C)NC(=O)C=1C(N(C(=CC1)N)C1=CC=C(C=C1)F)=O